N-(4-(aminomethyl)phenyl)-3-bromo-4-(4-(trifluoromethyl)piperidin-1-yl)aniline NCC1=CC=C(C=C1)NC1=CC(=C(C=C1)N1CCC(CC1)C(F)(F)F)Br